NCC=1C=C(C=CC1)C=1C=C(C2=C(C(=CO2)COC2=C(C=CC(=C2)OC)CC(=O)O)C1)NC(C)C 2-(2-((5-(3-(aminomethyl)phenyl)-7-(isopropylamino)benzofuran-3-yl)methoxy)-4-methoxyphenyl)acetic acid